Butyl ((3-(4-((1H-imidazol-1-yl)methyl)-3-methylphenyl)-5-isobutylthiophen-2-yl)sulfonyl)carbamate N1(C=NC=C1)CC1=C(C=C(C=C1)C1=C(SC(=C1)CC(C)C)S(=O)(=O)NC(OCCCC)=O)C